FC1(CN(C1)C=1C=NC(=NC1)CO)F [5-(3,3-difluoroazetidin-1-yl)pyrimidin-2-yl]methanol